CC1=C(OC=2C(=CC(N(C2)C)=O)C=2C3=C(C(N(C2)C)=O)NC(=C3)C=3C(=NN(C3)C3COC3)C)C(=CC=C1)C 4-(5-(2,6-dimethylphenoxy)-1-methyl-2-oxo-1,2-dihydropyridin-4-yl)-6-methyl-2-(3-methyl-1-(oxetan-3-yl)-1H-pyrazol-4-yl)-1,6-dihydro-7H-pyrrolo[2,3-c]pyridin-7-one